4-chloro-2-[3-(3,3-difluoropyrrolidine-1-carbonyl)-4H,5H,6H,7H-pyrazolo[1,5-a]pyrazine-5-carbonyl]-1H-indole ClC1=C2C=C(NC2=CC=C1)C(=O)N1CC=2N(CC1)N=CC2C(=O)N2CC(CC2)(F)F